(((((S)-1,1-bis(4'-methoxy-[1,1'-biphenyl]-4-yl)-1-hydroxypropan-2-yl)) oxy) carbonyl)-2-oxoimidazolidine-4-carboxylate COC1=CC=C(C=C1)C1=CC=C(C=C1)C([C@H](C)OC(=O)N1C(NC(C1)C(=O)[O-])=O)(O)C1=CC=C(C=C1)C1=CC=C(C=C1)OC